COC[C@H](CNC1=NC=C(C=2C1=NC=CN2)OC2=CC=C(C=C2)C(F)(F)F)O (S)-1-methoxy-3-((8-(4-(trifluoromethyl)phenoxy)pyrido[3,4-b]pyrazin-5-yl)amino)propan-2-ol